3-Cyano-N-(3-(furan-3-yl)-1H-indazol-5-yl)-2-(trifluoromethyl)benzamide C(#N)C=1C(=C(C(=O)NC=2C=C3C(=NNC3=CC2)C2=COC=C2)C=CC1)C(F)(F)F